NC(CCC1CC1)(C1=CC=C(C=C1)C#N)C=1C=CC(=C(C1)NC(=O)C1=CC(=NN1C1=CC(=CC=C1)CN)C#N)F (+)-N-(5-(1-amino-1-(4-cyanophenyl)-3-cyclopropyl-propyl)-2-fluorophenyl)-1-(3-(aminomethyl)phenyl)-3-cyano-1H-pyrazole-5-carboxamide